N-[(1S)-1-(4-fluorophenyl)ethyl]-6-methyl-4-[(1-methylcyclopropyl)amino]furo[2,3-d]pyrimidine-5-carboxamide FC1=CC=C(C=C1)[C@H](C)NC(=O)C1=C(OC=2N=CN=C(C21)NC2(CC2)C)C